[B].[Mn].[Ni].[Fe].[Co] cobalt iron nickel manganese boron